ClC1=NC=C(C(=O)NOCC)C(=C1)NC1=C(C=C(C(=C1)F)C#C)N(S(=O)(=O)C)C 6-chloro-N-ethoxy-4-((4-ethynyl-5-fluoro-2-(N-methylmethanesulfonamido)phenyl)amino)nicotinamide